5-(4-bromophenyl)-3-(4-(1-methyl-4-(trifluoromethyl)-1H-imidazol-2-yl)phenyl)-1,2,4-oxadiazole BrC1=CC=C(C=C1)C1=NC(=NO1)C1=CC=C(C=C1)C=1N(C=C(N1)C(F)(F)F)C